(3S,3'S)-1,1'-(((2,2'-dichloro-[1,1'-biphenyl]-3,3'-diyl)bis(6-methyl-4-oxopyrazolo[1,5-a]pyrazine-2,5(4H)-diyl))bis(ethane-2,1-diyl))bis(pyrrolidine-3-carboxylic acid) ClC1=C(C=CC=C1C1=NN2C(C(N(C(=C2)C)CCN2C[C@H](CC2)C(=O)O)=O)=C1)C1=C(C(=CC=C1)C1=NN2C(C(N(C(=C2)C)CCN2C[C@H](CC2)C(=O)O)=O)=C1)Cl